C(\C=C/C(=O)O)(=O)O.FC1=CC(=C(C=C1)C1N(CCCC1)C(=O)NC)C 2-(4-fluoro-2-methylphenyl)-N-methylpiperidine-1-carboxamide maleate